ClC1=NC(=CC2=C1N=C(N2C)N2CCC1(CC2)CCN(CC1)CC(C)(C)F)Cl 3-(4,6-dichloro-1-methyl-1H-imidazo[4,5-c]pyridin-2-yl)-9-(2-fluoro-2-methylpropyl)-3,9-diazaspiro[5.5]undecane